FC1=CC=C2C(C(N(C2=C1C=O)C)=O)(C)C 6-fluoro-1,3,3-trimethyl-2-oxoindoline-7-carbaldehyde